(E)-3-(3-([1,1'-biphenyl]-3-yl)acryloyl)oxazolidine-2-one-4,4,5,5-d4 C1(=CC(=CC=C1)/C=C/C(=O)N1C(OC(C1([2H])[2H])([2H])[2H])=O)C1=CC=CC=C1